N1(C[C@@H](NCC1)C(=O)OC)C(=O)OC(C)(C)C (R)-1-(tert-butyl) 3-methyl piperazine-1,3-dicarboxylate